COCCNCCO 2-((2-methoxyethyl)amino)1-ethanol